1,3-bis(6-methoxyhexyl)imidazolium tert-butyl-(2R,4R)-4-amino-2-methylpyrrolidine-1-carboxylate C(C)(C)(C)OC(=O)N1[C@@H](C[C@H](C1)N)C.COCCCCCCN1C=[N+](C=C1)CCCCCCOC